C1(CCCC1)N1C(=CC2=C1N=C(N=C2)NC2=NC=C(C=C2)N2CCN(CC2)CC2=CC(=CC=C2)C2C(NC(CC2)=O)=O)C(=O)N(C)C 7-cyclopentyl-2-((5-(4-(3-(2,6-dioxopiperidin-3-yl)benzyl)piperazin-1-yl)pyridin-2-yl)amino)-N,N-dimethyl-7H-pyrrolo[2,3-d]pyrimidine-6-carboxamide